NN1C(=NC(=C1C(=O)N)C1=CC=C(C=C1)C(NC1=NC=CC(=C1)C1=CC=C(C=C1)Cl)=O)[C@H]1N(CCCC1)CC#CC (S)-1-amino-2-(1-(but-2-ynyl)piperidin-2-yl)-4-(4-((4-(4-chlorophenyl)pyridin-2-yl)Carbamoyl)phenyl)-1H-imidazole-5-carboxamide